O=C1N(CCN1)[C@H]1CN(CC1)C(=O)OC(C)(C)C tert-butyl (R)-3-(2-oxoimidazolidin-1-yl)pyrrolidine-1-carboxylate